methyl-N-(4-chlorophenyl)-N-methylglycine CC(N(C)C1=CC=C(C=C1)Cl)C(=O)O